NC=1C=C(C=CC1)C=1C(=NC=C(C1)C1=CC(=C(C(=C1)OC)OC)OC)N 3-(3-aminophenyl)-5-(3,4,5-trimethoxyphenyl)pyridin-2-amine